2-Amino-1-(2-(trifluoromethoxy)phenyl)ethan-1-one HCl salt Cl.NCC(=O)C1=C(C=CC=C1)OC(F)(F)F